C(=C)N1C(=NC=C1)C=O 1-VINYL-1H-IMIDAZOLE-2-CARBALDEHYDE